4,4,5,5-tetramethyl-2-(spiro[3.5]non-1-ene-2-yl)-1,3,2-dioxaborolane CC1(OB(OC1(C)C)C1=CC2(C1)CCCCC2)C